Sodium (4-menthylcarbonyloxy) heptanoate C(CCCCCC)(=O)OOC(=O)C1(CCC(CC1)C)C(C)C.[Na]